FC=1C(=NC(=CC1)F)C1=NNC=C1[N+](=O)[O-] 3,6-difluoro-2-(4-nitro-1H-pyrazol-3-yl)pyridine